C/C=C/C/C=C\CCCCCCCC=O (9Z,12E)-tetradecadienal